2-(β-diisopropylaminoethoxy)-1,3,2-dioxaborinane methyl-2-(chloromethyl)-3-[(2S)-oxetan-2-ylmethyl]-1,3-benzodiazole-5-carboxylate COC(=O)C1=CC2=C(N=C(N2C[C@H]2OCC2)CCl)C=C1.C(C)(C)N(CCOB1OCCCO1)C(C)C